FC(OC1=CC=C(C=C1)S(=O)(=O)N1CC2=C(C1)CN(C2)C(C(C2=CC=CC=C2)(F)F)=O)F 1-{5-[4-(Difluoromethoxy)benzenesulfonyl]-1H,2H,3H,4H,5H,6H-pyrrolo[3,4-c]pyrrol-2-yl}-2,2-difluoro-2-phenylethan-1-one